tert-butyl 4-((4-(6-(2,6-difluorophenoxy)hexyl)phenyl)carbamoyl)piperazine-1-carboxylate FC1=C(OCCCCCCC2=CC=C(C=C2)NC(=O)N2CCN(CC2)C(=O)OC(C)(C)C)C(=CC=C1)F